C(C)(C)(C)OC(=O)NC1CC(C1)OC1=C(C=C(C(=O)OC)C=C1)O methyl 4-[3-(tert-butoxycarbonylamino) cyclobutoxy]-3-hydroxybenzoate